(S)-1-(2-aminoethyl)-3-hydroxypyrrolidine-2,5-dione NCCN1C([C@H](CC1=O)O)=O